(2S)-2-[9H-fluoren-9-ylmethoxycarbonyl(methyl)amino]-3-(4-methylphenyl)-propanoic acid C1=CC=CC=2C3=CC=CC=C3C(C12)COC(=O)N([C@H](C(=O)O)CC1=CC=C(C=C1)C)C